6-(2-phenylethyl)benzoic acid C1(=CC=CC=C1)CCC1=CC=CC=C1C(=O)O